OC(C)C1=CN=C(S1)NC1=NC(=C2C=CC=NC2=C1)NC1CC2CCC(C1)N2CCC#N 3-((3-exo)-3-((7-((5-(1-hydroxyethyl)thiazol-2-yl)amino)-1,6-naphthyridin-5-yl)amino)-8-azabicyclo[3.2.1]oct-8-yl)propionitrile